3-(4-{[4-(tert-butoxycarbonyl)piperazin-1-yl]methyl}piperidin-1-yl)-1-methylindazole-5-carboxylic acid C(C)(C)(C)OC(=O)N1CCN(CC1)CC1CCN(CC1)C1=NN(C2=CC=C(C=C12)C(=O)O)C